(3aS,6aR)-5-(boronomethyl)octahydrocyclopenta[c]pyrrole-1-carboxylic acid B(O)(O)CC1C[C@H]2[C@H](C(NC2)C(=O)O)C1